4-methyl-3-(1-(pyridin-3-yl)pyrrolidin-3-yl)-N-(3-(trifluoromethyl)phenyl)benzamide CC1=C(C=C(C(=O)NC2=CC(=CC=C2)C(F)(F)F)C=C1)C1CN(CC1)C=1C=NC=CC1